3-chlorocyclobutanol ClC1CC(C1)O